(1S,2R,3S,4R)-4-{4-chloropyrrolo[2,3-d]pyrimidin-7-yl}-2,3-dihydroxycyclopentane-1-carboxylate ClC=1C2=C(N=CN1)N(C=C2)[C@H]2[C@@H]([C@@H]([C@H](C2)C(=O)[O-])O)O